C(C)(C)(C)C=1C(=NC=CN1)OCC(=O)NC1=CC2=C(NC(O2)=O)C=C1 2-((3-(tert-butyl)pyrazin-2-yl)oxy)-N-(2-oxo-2,3-dihydrobenzo[d]oxazol-6-yl)acetamide